2-[(dihydrazinylmethylidene)amino]propanoic acid N(N)C(NN)=NC(C(=O)O)C